2-(6-chloro-7-(2-fluorophenyl)-4-((2S)-2-methyl-4-(2-propenoyl)-1-piperazinyl)-2-oxopyrido[2,3-d]pyrimidin-1(2H)-yl)-3-(2-propanyl)benzoic acid ClC1=CC2=C(N(C(N=C2N2[C@H](CN(CC2)C(C=C)=O)C)=O)C2=C(C(=O)O)C=CC=C2C(C)C)N=C1C1=C(C=CC=C1)F